C(#N)CC1CCC(CC1)N1C(=NC=2C1=C1C(=NC2)NC=C1)CN\C(\C1=CC=CC=C1)=N/O (Z)-N-((1-((1r,4r)-4-(cyanomethyl)cyclohexyl)-1,6-dihydroimidazo[4,5-d]pyrrolo[2,3-b]pyridin-2-yl)methyl)-N'-hydroxybenzamidine